2-oxo-1-phenyl-4-(4-pyrrolin-1-yl)-7-(trifluoromethyl)-1,2-dihydro-1,8-naphthyridine O=C1N(C2=NC(=CC=C2C(=C1)N1CCC=C1)C(F)(F)F)C1=CC=CC=C1